3-bromo-6-chloro-N-(3-fluorophenyl)imidazo[1,2-b]pyridazin-8-amine BrC1=CN=C2N1N=C(C=C2NC2=CC(=CC=C2)F)Cl